7-((1,3,4,6,7,11b-hexahydro-2H-pyrido[2,1-a]isoquinolin-2-yl)(phenyl)amino)-7-oxoheptanoic acid C1C(CCN2C1C1=CC=CC=C1CC2)N(C(CCCCCC(=O)O)=O)C2=CC=CC=C2